Cl.C(#C)C1CCN(CC1)CC1(CCNCC1)O 4-[(4-ethynyl-1-piperidyl)methyl]piperidin-4-ol hydrochloride